The molecule is a hydrochloride obtained by reaction of (R)-prasugrel with one equivalent of hydrochloric acid (the racemic salt is a cardiovascular drug). It contains a (R)-prasugrel(1+). It is an enantiomer of a (S)-prasugrel hydrochloride. CC(=O)OC1=CC2=C(S1)CCN(C2)[C@H](C3=CC=CC=C3F)C(=O)C4CC4.Cl